(Rac)-6-chloro-1-methyl-4-[4-(5-methyl-1,3-benzooxazol-2-yl)piperidin-1-yl]-2-oxo-7-[(oxolan-3-yl)oxy]-1,2-dihydro-quinoline-3-carbonitrile ClC=1C=C2C(=C(C(N(C2=CC1O[C@H]1COCC1)C)=O)C#N)N1CCC(CC1)C=1OC2=C(N1)C=C(C=C2)C |r|